NC=1C(=NC(=CN1)C1=CC=C(C=C1)[C@@]12CN(C[C@H]2C1)C(C)C)C=1C=C2CCNC(C2=CC1F)=O 6-(3-amino-6-(4-((1R,5S)-3-isopropyl-3-azabicyclo[3.1.0]hexane-1-yl)phenyl)pyrazin-2-yl)-7-fluoro-3,4-dihydroisoquinolin-1(2H)-one